8-bromo-3-chloro-5-(2,5-dihydrofuran-3-yl)isoquinoline Tert-butyl-4-[[4-[1-(2,6-dioxo-3-piperidyl)-3-methyl-2-oxo-benzimidazol-5-yl]-1-piperidyl]methyl]piperidine-2-carboxylate C(C)(C)(C)OC(=O)C1NCCC(C1)CN1CCC(CC1)C1=CC2=C(N(C(N2C)=O)C2C(NC(CC2)=O)=O)C=C1.BrC=1C=CC(=C2C=C(N=CC12)Cl)C=1COCC1